3-chloro-2-methyl-N-(2,2,2-trifluoro-1-(4-fluorophenyl)ethyl)imidazo[1,2-b]pyridazine-6-sulfonamide ClC1=C(N=C2N1N=C(C=C2)S(=O)(=O)NC(C(F)(F)F)C2=CC=C(C=C2)F)C